C(C)(C)(C)OC(=O)N[C@@H](CC(=O)OCC[Si](C)(C)C)C(=O)OCC[Si](C)(C)C bis(2-(trimethylsilyl) ethyl) (t-butoxycarbonyl)-L-aspartate